N1N=CC(=C1)C=1N=C2C(=C3C(N=C2)=NC=C3)N1 2-(1H-pyrazol-4-yl)imidazo[4,5-d]Pyrrolo[2,3-b]Pyridine